2-(2-aminodibenzo[b,d]furan-3-yl)propan-2-ol tert-butyl-rac-(3S)-3-methyl-6-(2-methyl-3,4-dihydro-1H-isoquinolin-7-yl)-3,4-dihydro-2H-pyridine-1-carboxylate C(C)(C)(C)C1N(C(=CC[C@@H]1C)C1=CC=C2CCN(CC2=C1)C)C(=O)OC(C)(C)C=1C(=CC2=C(OC3=C2C=CC=C3)C1)N |r|